C(C1=CC=CC=C1)C=1C(N=C2SCN(CN2N1)C1=CC=C(C=C1)C)=O 7-benzyl-3-(4-methylphenyl)-3,4-dihydro-2H,8H-[1,2,4]triazino[3,2-b][1,3,5]thiadiazin-8-one